C1(=CC=CC=C1)C1(CCNCC1)S(=O)(=O)NC1=CC=C(C=C1)OC(F)(F)F 4-Phenyl-N-(4-(trifluoromethoxy)phenyl)piperidine-4-sulfonamide